C(CCCCCCCCCCCCCCCCCCCCCCCCCCC)(=O)OCCCCCCCCCCCCCCCCCCC nonadecyl montanate